OC(C)(C)C1(CN(CC1)C=1C=CC(=NC1)C(F)(F)F)OC 5-(3-(2-hydroxypropan-2-yl)-3-methoxypyrrolidin-1-yl)-2-(trifluoromethyl)pyridin